7-Methyl-4,10-dioxatridecane-1,13-diamin CC(CCOCCCN)CCOCCCN